C[Si](O[Si](O[Si](O[Si](C)(C)C)(O[Si](C)(C)C)C)(O[Si](C)(C)C)C)(C)C 1,1,1,3,5,7,7,7-Octamethyl-3,5-bis(trimethylsilanyloxy)tetrasiloxane